ClC=1C=C(C=CC1Cl)C(=O)[C@@]1(CNCC1)CCC (3,4-dichloro-phenyl)-((S)-3-propyl-pyrrolidin-3-yl)-methanone